FC1=C(C=C2CCCOC2=C1C=1CCCNCC1)C1(NC(=CC(=N1)NC)C)N 2-[7-fluoro-8-(2,3,4,7-tetrahydro-1H-azepin-5-yl)chroman-6-yl]-N4,6-dimethyl-pyrimidine-2,4-diamine